2-oxoethyl (1R,4r)-4-((3'R,4'S,5'R)-6''-chloro-4'-(3-chloro-2-fluorophenyl)-2''-oxodispiro[cyclohexane-1,2'-pyrrolidine-3',3''-indoline]-5'-carboxamido)cyclohexane-1-carboxylate ClC1=CC=C2[C@@]3(C(NC2=C1)=O)C1(N[C@H]([C@@H]3C3=C(C(=CC=C3)Cl)F)C(=O)NC3CCC(CC3)C(=O)OCC=O)CCCCC1